tert-butyl 2-(2-ethoxy-2-oxoethoxy)-6-azaspiro[3.4]octane-6-carboxylate C(C)OC(COC1CC2(C1)CN(CC2)C(=O)OC(C)(C)C)=O